COC[C@H]1NCCCC1 (S)-2-(methoxymethyl)piperidine